O=C1NC(CCC1N1C(C2=CC=CC(=C2C1)N(C1CCC(CC1)N(C(OC(C)(C)C)=O)C)CCCCC)=O)=O tert-butyl ((1r,4r)-4-((2-(2,6-dioxopiperidin-3-yl)-1-oxoisoindolin-4-yl)(pentyl)amino)cyclohexyl)(methyl)carbamate